montanyl triacontanoate C(CCCCCCCCCCCCCCCCCCCCCCCCCCCCC)(=O)OCCCCCCCCCCCCCCCCCCCCCCCCCCCC